C1(CC1)N1C(C=C(C=C1)C1CN(CC1)C(=O)OC(C)(C)C)=O tert-butyl 3-(1-cyclopropyl-2-oxo-1,2-dihydropyridin-4-yl)pyrrolidine-1-carboxylate